2-(2,6-dioxopiperidin-3-yl)-5-(3-hydroxyazetidin-1-yl)isoindole-1,3-dione O=C1NC(CCC1N1C(C2=CC=C(C=C2C1=O)N1CC(C1)O)=O)=O